C12(CCC(CC1)CC2)C(=O)OC[C@]2(O[C@H](C[C@@H]2OC(=O)C21CCC(CC2)CC1)N1C2=NC(=NC(=C2N=C1)NC(CCCCCCC)=O)F)C#C ((2R,3S,5R)-3-((bicyclo[2.2.2]octane-1-carbonyl)oxy)-2-ethynyl-5-(2-fluoro-6-octanamido-9H-purin-9-yl)tetrahydrofuran-2-yl)methyl bicyclo[2.2.2]octane-1-carboxylate